4-bromo-7-methoxy-2-methyl-1H-pyrrolo[2,3-c]Pyridine BrC1=C2C(=C(N=C1)OC)NC(=C2)C